N,N'-dimethyl-N,N'-dioctyl-hexyl-oxyethyl-malonamide CN(C(C(C(=O)N(CCCCCCCC)C)CCOCCCCCC)=O)CCCCCCCC